C1(CCCC1)C=1C(=CC(=NC1)NC(C1=C(C=CC(=C1)[N+](=O)[O-])SC1=NN=NN1C)=O)C(=O)N 5-cyclopentyl-2-{2-[(1-methyl-1H-1,2,3,4-tetrazol-5-yl)sulfanyl]-5-nitrobenzamido}pyridine-4-carboxamide